dioleyl succinate C(CCC(=O)OCCCCCCCC\C=C/CCCCCCCC)(=O)OCCCCCCCC\C=C/CCCCCCCC